6-(2,8-dimethylimidazo[1,2-b]pyridazin-6-yl)-8-(methylamino)-2-[(3S)-pyrrolidin-3-yl]isoquinolin-1-one CC=1N=C2N(N=C(C=C2C)C=2C=C3C=CN(C(C3=C(C2)NC)=O)[C@@H]2CNCC2)C1